1-(2-phenylbenzo[d]oxazol-6-yl)-3-(m-tolyl)urea C1(=CC=CC=C1)C=1OC2=C(N1)C=CC(=C2)NC(=O)NC=2C=C(C=CC2)C